C(C)(C)(C)N(C(=O)C=1C2=C(N(N1)C1=CSC=C1)C=1C=CC(=CC1OC2Br)OC)C bromo-7-methoxy-1-thiophen-3-yl-1,4-dihydro-chromeno[4,3-c]pyrazole-3-carboxylic acid tert-butyl-methyl-amide